Cl.C(C1=CC=CC=C1)C1=C(OCCN2CCN(CC2)C)C=CC(=C1)Cl 1-(2-(2-Benzyl-4-chlorophenoxy)ethyl)-4-methylpiperazine hydrochloride